CN1C(C2=C(C(=C1)C1=CC(=C3C(=N1)N(C=N3)CC3=C(C=CC=C3)C(F)(F)F)CCS(=O)(=O)N)C=CN2)=O (5-(6-methyl-7-oxo-6,7-dihydro-1H-pyrrolo[2,3-c]pyridin-4-yl)-3-(2-(trifluoromethyl)benzyl)-3H-imidazo[4,5-b]pyridin-7-yl)ethylsulfonamide